{[4-((3R)-1,1-dioxothiolan-3-yl)phenyl]amino}-N-[(4-methoxyphenyl)methyl]carboxamide O=S1(C[C@H](CC1)C1=CC=C(C=C1)NC(=O)NCC1=CC=C(C=C1)OC)=O